α-methyl-4-vinylbenzylglycidyl ether CC(C1=CC=C(C=C1)C=C)C(C1CO1)OC(C1CO1)C(C1=CC=C(C=C1)C=C)C